ClC=1C(=C(C=CC1F)NC1=NC=NC2=CC(=C(C=C12)C1CN(C1)C(C=C)=O)O[C@@H]1COCC1)F (S)-1-(3-(4-((3-chloro-2,4-difluorophenyl)amino)-7-((tetrahydrofuran-3-yl)oxy)quinazolin-6-yl)azetidin-1-yl)prop-2-en-1-one